N1=CN=C(C=C1)C1=CC=C2CCOC(C2=C1)CNC(OC(C)(C)C)=O tert-butyl ((7-(pyrimidin-4-yl)isochroman-1-yl)methyl)carbamate